14,14-dioctyloxy-(5E)-1,5-tetradecadiene-3-yne C(CCCCCCC)OC(CCCCCCC/C=C/C#CC=C)OCCCCCCCC